4-[[2-(2,5-difluorophenyl)acetyl]amino]pyridine-2-carboxylic acid FC1=C(C=C(C=C1)F)CC(=O)NC1=CC(=NC=C1)C(=O)O